C(CCCCC)C1(OC(OC(O1)(CCCCCC)CCCCCC)(CCCCCC)CCCCCC)CCCCCC hexahexyl-trioxane